2-[(1-benzyl-1H-indol-3-yl)methyl]benzoic acid C(C1=CC=CC=C1)N1C=C(C2=CC=CC=C12)CC1=C(C(=O)O)C=CC=C1